N-[2-(4,4-difluorocyclohexyl)-4-(3-fluoro-2-pyridyl)-3-pyridyl]-5,6-difluoro-pyridine-3-carboxamide FC1(CCC(CC1)C1=NC=CC(=C1NC(=O)C=1C=NC(=C(C1)F)F)C1=NC=CC=C1F)F